5-(2-Bromobenzyl)-1-methyl-1H-tetrazole BrC1=C(CC2=NN=NN2C)C=CC=C1